1,4-bis(mercaptomethyl)benzenethiol SCC1(CC=C(C=C1)CS)S